(S)-N-(6-(3-(1-(5-cyanothiazol-2-yl)amino-1-oxopropan-2-yl)phenyl)pyrazin-2-yl)acrylamide C(#N)C1=CN=C(S1)NC([C@@H](C)C=1C=C(C=CC1)C1=CN=CC(=N1)NC(C=C)=O)=O